2-(1-cyanopyrrolidin-3-ylidene)-N-methyl-N-(4-(pyrrolidin-1-yl)benzyl)acetamide C(#N)N1CC(CC1)=CC(=O)N(CC1=CC=C(C=C1)N1CCCC1)C